2-Amino-5-(1-(2-methoxyethyl)-1H-pyrazol-3-yl)-4-methylthiophene-3-carboxylate NC=1SC(=C(C1C(=O)[O-])C)C1=NN(C=C1)CCOC